4'-(imidazol-1-yl)acetophenone N1(C=NC=C1)C1=CC=C(C=C1)C(C)=O